C(C=C)(=O)N1CC2=CC=CC(=C2C(C1)(F)F)C1=C2C(=C(NC2=C(C=C1F)C(=O)N)C)C 4-(2-acryloyl-4,4-difluoro-1,2,3,4-tetrahydroisoquinolin-5-yl)-5-fluoro-2,3-dimethyl-1H-indole-7-carboxamide